4-chloro-2-phenyl-6-(3-(spiro[cyclohexane-1,9'-fluoren]-2'-yl)phenyl)pyrimidine ClC1=NC(=NC(=C1)C1=CC(=CC=C1)C1=CC=2C3(C4=CC=CC=C4C2C=C1)CCCCC3)C3=CC=CC=C3